ClCCON=C(N)C1CC(C1)(F)C1=CC=C(C=C1)Cl N'-(2-Chloroethyloxy)-3-(4-chlorophenyl)-3-fluorocyclobutanecarboxamidine